ClC1=C(C=2N=C(N=C(C2C=N1)OCC(F)(F)F)OCC12CCCN2CCC1)F 7-chloro-8-fluoro-2-((tetrahydro-1H-pyrrolizin-7a(5H)-yl)methoxy)-4-(2,2,2-trifluoroethoxy)pyrido[4,3-d]pyrimidine